6-bromo-5-chloro-1,2,3,4-tetrahydroisoquinoline hydrochloride Cl.BrC=1C(=C2CCNCC2=CC1)Cl